3-[(3-chlorophenyl)sulfanyl]isonicotinic acid ClC=1C=C(C=CC1)SC1=C(C(=O)O)C=CN=C1